imidazol-5-ylboronic acid N1C=NC=C1B(O)O